BIS-OCTAHYDROPHENANTHREN C1(CCCC2C3CCC=CC3=CC=C12)C1CCCC2C3CCC=CC3=CC=C12